N1=CC=C(C2=CC=CC=C12)N1CCN(CC1)C(=O)C1CN(CC1)S(=O)(=O)C=1C=CC(=NC1)NC(C)=O N-(5-((3-(4-(quinolin-4-yl)piperazine-1-carbonyl)pyrrolidin-1-yl)sulfonyl)pyridin-2-yl)acetamide